benzyl 5-(3-ethoxy-2,2-dimethyl-3-oxopropyl)-4,6-dioxohexahydropyrrolo[3,4-b]pyrrole-1(2H)-carboxylate C(C)OC(C(CN1C(C2N(CCC2C1=O)C(=O)OCC1=CC=CC=C1)=O)(C)C)=O